N1=CC(=CC=C1)C=1N=CC=2N(C1)C(=CN2)C2=CSC=C2 6-(3-pyridyl)-3-(3-thienyl)imidazo[1,2-a]pyrazine